FC(C(=O)O)(F)F.CC1=C(C=CC(=N1)C(=O)O)C1=CC=C(C=C1)NC([C@@H]1N(CCC1)C(NC1=NC=C(C(=C1)C)C(C)C)=O)=O 6-methyl-5-{4-[(1-{[4-methyl-5-(propan-2-yl)pyridin-2-yl]carbamoyl}-D-prolyl)amino]phenyl}pyridine-2-carboxylic acid, trifluoroacetate salt